4-(2-(difluoromethoxy)-5-hydrazinophenyl)oxazole FC(OC1=C(C=C(C=C1)NN)C=1N=COC1)F